FC1=C(C(=C(C(=C1F)F)F)F)[B-](C1=C(C(=C(C(=C1F)F)F)F)F)(C1=C(C(=C(C(=C1F)F)F)F)F)C1=C(C(=C(C(=C1F)F)F)F)F.C[NH+](C1=CC=C(C=C1)CCCCCCCCCCCCCCCCCCC)CCCCCCCCCCCC N-methyl-4-nonadecyl-N-dodecylanilinium tetrakis(perfluorophenyl)borate